FC(C=1C=C(C(C(=O)[O-])=CC1)O)(F)F.C(C=1C(O)=CC=CC1)(=O)[O-].C(CCC)[P+](CCCC)(CCCC)CCCC.C(CCC)[P+](CCCC)(CCCC)CCCC Tetrabutylphosphonium salicylate 4-(trifluoromethyl)salicylate